Methoxy-3-(2-(trifluoromethyl)pyridin-4-yl)pyrazolo[1,5-a]pyridine COC1=NN2C(C=CC=C2)=C1C1=CC(=NC=C1)C(F)(F)F